(S)-1-((3aR,5S,6aR)-2,2-Dimethyltetrahydrofuro[2,3-d][1,3]dioxol-5-yl)ethan-1-ol CC1(O[C@H]2[C@@H](O1)O[C@@H](C2)[C@H](C)O)C